C(#N)C1=C(C=C(C=C1)N1CCC(CC1)NC(OC(C)(C)C)=O)C(F)(F)F tert-butyl (1-(4-cyano-3-(trifluoromethyl)phenyl)piperidin-4-yl)carbamate